C(C)(C)NC(N(C1=NC2=CC(=CC=C2N=C1)C=1C=NC(=CC1)OCC1N(CCC1)C)C)=O 3-isopropyl-1-methyl-1-(7-(6-((1-methylpyrrolidin-2-yl)methoxy)pyridin-3-yl)-quinoxalin-2-yl)urea